FC=1C=C2C(=NC1)NC=C2N2N=C(C=CC2=O)N2C(CCCC2)CC(=O)O 2-(1-(1-(5-fluoro-1H-pyrrolo[2,3-b]pyridin-3-yl)-6-oxo-1,6-dihydropyridazin-3-yl)piperidin-2-yl)acetic acid